ClC1=NC(=CC(=N1)C(=O)OC)C1=CCC(CC1)OC Methyl 2-chloro-6-(4-methoxycyclohex-1-en-1-yl)pyrimidine-4-carboxylate